C12(CC3CC(CC(C1)C3)C2)NCCCCCCCOC2=C3CN(C(C3=C(C=C2)F)=O)C2C(NC(CC2)=O)=O 3-(4-((7-((adamantan-1-yl)amino)heptyl)oxy)-7-fluoro-1-oxoisoindolin-2-yl)piperidine-2,6-dione